6-[5-[2-[[1,4-dimethyl-3-[(2R)-2-amino-3-hydroxypropoxy]-6,7-dihydro-5H-cyclopenta[c]pyridin-6-yl]methylamino]ethyl]-2-oxo-1,3-oxazolidin-3-yl]-4H-pyrido[3,2-b][1,4]oxazin-3-one CC1=NC(=C(C2=C1CC(C2)CNCCC2CN(C(O2)=O)C=2C=CC=1OCC(NC1N2)=O)C)OC[C@@H](CO)N